N1=C(C=CC=C1)C=1C=CC=C(C1)C1=CC=CC=C1 3-(2-pyridyl)-5,6-biphenyl